ClC1=NC(=CC(=C1)C1(CC(C1)O)C1=NN=CN1C)C1CC1 3-(2-chloro-6-cyclopropylpyridin-4-yl)-3-(4-methyl-4H-1,2,4-triazol-3-yl)cyclobutan-1-ol